(3R)-4-amino-3-methyl-N-(2-propanyl)-N-((1S)-1-(5-(trifluoromethyl)-2-pyridinyl)ethyl)-1,3-dihydrofuro[3,4-c]quinoline-8-carboxamide NC1=NC=2C=CC(=CC2C2=C1[C@H](OC2)C)C(=O)N([C@@H](C)C2=NC=C(C=C2)C(F)(F)F)C(C)C